6-amino-1-benzyl-3,4-dihydroquinolin-2(1H)-one NC=1C=C2CCC(N(C2=CC1)CC1=CC=CC=C1)=O